BrC1=NC=CC(=C1)OC=1C(=NN(C1)C1CC1)C1CCOCC1 2-bromo-4-((1-cyclopropyl-3-(tetrahydro-2H-pyran-4-yl)-1H-pyrazol-4-yl)oxy)pyridine